IC1=CN=C(C2=CC(=C(C=C12)C#N)OC)NC[C@H]1NC(CC1)=O (S)-4-iodo-7-methoxy-1-(((5-oxopyrrolidin-2-yl)methyl)amino)isoquinoline-6-carbonitrile